6-bromo-2-((3,3-difluoro-1-methylpiperidin-4-yl)oxy)-3-(((S)-tetrahydrofuran-3-yl)oxy)benzonitrile BrC1=CC=C(C(=C1C#N)OC1C(CN(CC1)C)(F)F)O[C@@H]1COCC1